2-(3-hydroxy-4-{3-[(3S)-3-(propan-2-yl)piperazin-1-yl]-1,2,4-triazin-6-yl}phenyl)-1,3-thiazole-4-carbonitrile OC=1C=C(C=CC1C1=CN=C(N=N1)N1C[C@@H](NCC1)C(C)C)C=1SC=C(N1)C#N